C1(=CC=CC=C1)[C@@H]1[C@H](C1)NC(=O)[C@@H]1CN(C[C@H]1C(N[C@@H]1[C@H](C1)C1=CC=CC=C1)=O)C(=O)C1=CC=C(C(=O)N[C@@H]2CN(CCC2)C(=O)OC(C)(C)C)C=C1 tert-butyl (S)-3-(4-((3S,4S)-3,4-bis(((1S,2R)-2-phenylcyclopropyl)carbamoyl)pyrrolidine-1-carbonyl)benzamido)piperidine-1-carboxylate